ClC1=CC=C(C(=O)NC=2C(=NC=CC2C2=C(C=CC(=C2)F)F)N2C[C@H](CC2)F)C=C1 (S)-4-chloro-N-(4-(2,5-difluorophenyl)-2-(3-fluoropyrrolidin-1-yl)-pyridin-3-yl)benzamide